3-cyano-3-methylpropanoic acid C(#N)C(CC(=O)O)C